C1=CC=C2C(=C1)C=CC=C2CC(C(=O)O)N.Cl beta-naphthylalanine